COC=1C=CC=2N(C3=CC=C(C=C3C2C1)OC)CCP(O)(O)=O 2-(3,6-dimethoxycarbazole-9-yl)ethylphosphonic acid